(4R,7R,10S,13S,E)-7-((1H-indol-3-yl)methyl)-10-(4-aminobutyl)-4-(4-hydroxyphenyl)-8,13,15,19-tetramethyl-1-oxa-5,8,11-triazacyclononadec-15-ene-2,6,9,12-tetraone N1C=C(C2=CC=CC=C12)C[C@@H]1C(N[C@H](CC(OC(CC/C=C(/C[C@@H](C(N[C@H](C(N1C)=O)CCCCN)=O)C)\C)C)=O)C1=CC=C(C=C1)O)=O